CN1C(=N\C(\C2=C1C=NC(=C2)C2(C[C@H](N(CC2)C(C)=O)C)F)=N/[C@H](C)C2=C(C(=CC=C2)C(F)(F)F)C)C 1-((2R)-4-((Z)-1,2-dimethyl-4-(((R)-1-(2-methyl-3-(trifluoromethyl)phenyl)ethyl)imino)-1,4-dihydropyrido[3,4-d]pyrimidin-6-yl)-4-fluoro-2-methylpiperidin-1-yl)ethan-1-one